C(C1=CC=CC=C1)OC(=O)N1C2CN(CC1CC2)C=2C1=C(N=C(N2)OCC23CCCN3CCC2)CN(CC1)C1=CC=CC2=CC=CC(=C12)Br 3-(7-(8-bromonaphthalen-1-yl)-2-((hexahydro-1H-pyrrolizin-7a-yl)methoxy)-5,6,7,8-tetrahydropyrido[3,4-d]pyrimidin-4-yl)-3,8-diazabicyclo[3.2.1]octane-8-carboxylic acid benzyl ester